COC1=C(C(=NC2=NC=CC=C12)CCCCCO[C@H]1CN(CC1)C(=O)OC(C)(C)C)C tert-butyl (R)-3-((5-(4-methoxy-3-methyl-1,8-naphthyridin-2-yl)pentyl)oxy)pyrrolidine-1-carboxylate